CCC1=CC(=CC=C1)OC Methylanisol